BrCCCOC1=CC=C(C=C1)C(\C=C\C1=CC=C(C=C1)Cl)=O (E)-1-(4-(3-bromopropyloxy)phenyl)-3-(4-chlorophenyl)prop-2-en-1-one